FC(C1=CC=C(O[C@@H]2C[C@H](C2)C=2C=C3C(=CNC3=CC2)C(=O)N=[N+]=[N-])C=C1)(F)F 5-(Trans-3-(4-(trifluoromethyl)phenoxy)cyclobutyl)-1H-indole-3-carbonyl azide